C(C1=CC=CC=C1)OC=1C=CC(=C(C1)NC(CN(C)C)=O)C N-(5-(Benzyloxy)-2-methylphenyl)-2-(dimethylamino)acetamide